[4-(Dimethylsulfamoyl)phenyl]acetic acid CN(S(=O)(=O)C1=CC=C(C=C1)CC(=O)O)C